S1SC(N=C1)=S 3H-1,2,4-dithiazole-3-thione